1-CHLORO-8-METHYLIMIDAZO[1,2-A][1,7]NAPHTHYRIDINE-6-CARBOXAMIDE ClC1=NC=CC=2C=C(C=3N(C12)C=C(N3)C)C(=O)N